C(C)(C)(C)C=1C(=C(C=C(C1)C(C)(C)C)CCC(=O)O)O 3,5-di-tert-butyl-hydroxybenzenepropanoic acid